BrC1=CC(=NC=C1)C1=NN(C(=C1)C(=O)OC(C)(C)C)C tert-butyl (4-bromopyridin-2-yl)(1-methyl-1H-pyrazol-5-yl)carboxylate